C[N+](CC1=CC=CC=C1)(CC)C N,N-dimethyl-N-ethyl-N-benzylammonium